diethyl-acetamidomalonic acid C(C)C(C(=O)NC(C(=O)O)C(=O)O)CC